ethyl 6-methyl-4-(propan-2-yl)-7-(2,3,5-trifluorophenyl)pyrrolo[1,2-b]pyridazine-3-carboxylate CC=1C=C2N(N=CC(=C2C(C)C)C(=O)OCC)C1C1=C(C(=CC(=C1)F)F)F